CC1=NOC(=C1C1=NC2=CC(=CC(=C2C=C1C1=CC=C(C=C1)F)[C@H](C)NC1=C(C(=O)O)C=CC=C1)C)C (S)-2-((1-(2-(3,5-dimethylisoxazol-4-yl)-3-(4-fluorophenyl)-7-methylquinolin-5-yl)ethyl)amino)benzoic acid